CC=C(C)C 1,2-dimethylpropylene